FC=1C=C(C=CC1)N1N=C(C=C(C1=O)C(=O)N[C@@H]1[C@H](CCC1)O)C=1C=NC(=CC1)C(F)(F)F 2-(3-Fluorophenyl)-N-[(1S,2S)-2-hydroxycyclopentyl]-3-oxo-6-[6-(trifluoromethyl)pyridin-3-yl]-2,3-dihydropyridazin-4-carboxamid